3-(1,3-dioxolan-2-yl)pyridine O1C(OCC1)C=1C=NC=CC1